C(OC(C)(C)C)(OC1CSCC=C1)=O tert-butyl (3,6-dihydro-2H-thiopyran-3-yl) carbonate